{6-[(7-fluoro-2-methyl-1H-1,3-benzodiazol-6-yl)oxy]-3-{1-[(1-hydroxycyclopropyl)methyl]-1H-pyrazol-4-yl}quinoxalin-5-yl}-1,3-oxazolidin-2-one FC1=C(C=CC2=C1NC(=N2)C)OC=2C(=C1N=C(C=NC1=CC2)C=2C=NN(C2)CC2(CC2)O)N2C(OCC2)=O